7-(8-chloro-7-fluoronaphthalen-1-yl)-8-fluoro-3-methyl-4-(piperazin-1-yl)-1,6-naphthyridine ClC=1C(=CC=C2C=CC=C(C12)C1=NC=C2C(=C(C=NC2=C1F)C)N1CCNCC1)F